ClC1=NC=C(C(=C1)C=1C=NN(C1)C)C#CC=1C=NN(C1)C 2-chloro-4-(1-methylpyrazol-4-yl)-5-(2-(1-methylpyrazol-4-yl)ethynyl)pyridine